CN1C(C=C(C2=CC(=CC=C12)[N+](=O)[O-])NC(C)C1=NC=CC=C1)=O 1-methyl-6-nitro-4-((1-(pyridin-2-yl)ethyl)amino)quinolin-2(1H)-one